C(CCC)=CC(C)(C)C1=CC(=CC(=C1O)C(CCC)C1=C(C(=CC(=C1)C(C)(C)C)C(C)(C)C)O)C(C)(C)C butylidene(butylidene)bis(4,6-di-tert-butylphenol)